[N+](=O)([O-])C=1C=C2C(NC(NC2=C(C1)[N+](=O)[O-])=O)=O 6,8-dinitroquinazoline-2,4-dione